CON(C(COC)=O)C N,2-dimeth-oxy-N-methyl-acetamide